N-methyl-N-hexyl-amine CNCCCCCC